FC=1C(=NC(=NC1)NC=1C(=NN(C1)C)OC)C1=CNC2=C(C=CC=C12)NC([C@H](CC)N1CCN(CC1)C)=O (2S)-N-(3-{5-fluoro-2-[(3-methoxy-1-methyl-1H-pyrazol-4-yl)amino]pyrimidin-4-yl}-1H-indol-7-yl)-2-(4-methylpiperazin-1-yl)butanamide